C(C)(C)NC(=O)C1=CC2=CC(=CC(=C2C=C1)C1=CC=C(C=C1)C(F)(F)F)NS(=O)(=O)C N-isopropyl-7-(methyl-sulfonamido)-5-(4-(trifluoromethyl)phenyl)-2-naphthamide